tert-butyl 4-((1R,5S,6s)-3-oxabicyclo[3.1.0]hexan-6-yl)-1,2,3-oxathiazolidine-3-carboxylate 2-oxide [C@@H]12COC[C@H]2C1C1N(S(OC1)=O)C(=O)OC(C)(C)C